methyl N-[2-(4-{[(4-{[6-(5-chloro-2-fluorophenyl)-3-(hydroxymethyl) pyridazin-4-yl] amino} pyridin-2-yl) carbamoyl] methyl} piperazin-1-yl) ethyl]-N-methylcarbamate ClC=1C=CC(=C(C1)C1=CC(=C(N=N1)CO)NC1=CC(=NC=C1)NC(=O)CN1CCN(CC1)CCN(C(OC)=O)C)F